N-[(2E)-3-(3-fluorobenzenesulfonyl)prop-2-en-1-yl]-2-oxo-1,2,5,6,7,8-hexahydroquinoline-3-carboxamide FC=1C=C(C=CC1)S(=O)(=O)/C=C/CNC(=O)C=1C(NC=2CCCCC2C1)=O